BrC1=NC(=CC(=N1)C)C 2-bromo-4,6-dimethylpyrimidine